CC1(CC2CCCCC2CC1)OC(=O)C1C2C3C4C=CC(C3C(C1)C2=O)C4=O 8-(2-methyl-decahydronaphthalen-2-yloxycarbonyl)-11,12-dioxo-tetracyclo[4.4.0.12,5.17,10]-3-dodecene